4-(4-(1-cyclohexylpiperidin-4-yl)phenoxy)-1H-1,2,3-triazole C1(CCCCC1)N1CCC(CC1)C1=CC=C(OC=2N=NNC2)C=C1